FC=1C=C(C=NC1C1=CC=CC=C1)N 5-fluoro-6-phenylpyridin-3-amine